ClC=1C=C(C#N)C=C(C1)C(CO)CN1CC(C(C1)C)COC1=CC=C(C=C1)S(=O)(=O)C 3-chloro-5-[1-hydroxy-3-[3-[(4-methanesulfonylphenoxy)methyl]-4-methylpyrrolidin-1-yl]propan-2-yl]benzonitrile